FC1=C(OC=2C=NC=3CCN(CC3C2)C2=C(C=C(N=N2)C#N)C)C=C(C=C1)F 6-(3-(2,5-difluorophenoxy)-7,8-dihydro-1,6-naphthyridin-6(5H)-yl)-5-methylpyridazine-3-carbonitrile